(S)-6-(4-(methylsulfonyl)phenyl)-2-(1-(1-(5-propylpyrimidin-2-yl)piperidin-4-yl)ethoxy)imidazo[2,1-b][1,3,4]thiadiazol CS(=O)(=O)C1=CC=C(C=C1)C=1N=C2SC(=NN2C1)O[C@@H](C)C1CCN(CC1)C1=NC=C(C=N1)CCC